FC=1C(=C(C=CC1)OC)C=1C=2N(C=C(N1)C(=O)O)C=CN2 8-(3-Fluoro-1-methoxybenzene-2-yl)imidazo[1,2-a]pyrazine-6-carboxylic acid